racemic-4-oxopyrrolo[2,1-f][1,2,4]Triazine O=C1N=CNN2C1=CC=C2